C(C)N1C=C(C(C2=CC(=C(C(=C12)F)N1CC(N(CC1)C(C)=O)C)F)=O)C(C=CC1=CC=C(C=C1)Cl)=O 1-ethyl-6,8-difluoro-7-(3-methyl-4-acetylpiperazin-1-yl)-3-(4-chlorocinnamoyl)-quinolin-4(1H)-one